(3E)-7,7-dihexoyl-1,3-heptadiene C(CCCCC)(=O)C(CC/C=C/C=C)C(CCCCC)=O